ClC=1C=C(C=C(C1)Cl)C=1N=CC=C2C(=C(C=NC12)C(=O)NN1CCOC2=C1C=CC=C2)N2CCOCC2 8-(3,5-dichlorophenyl)-N-(2,3-dihydro-1,4-benzoxazin-4-yl)-4-morpholino-1,7-naphthyridine-3-carboxamide